6-[4-(6,8-dihydro-5H-imidazo[1,5-a]pyrazin-7-yl)phenoxy]-1-methyl-indazole-5-carboxamide C=1N=CN2C1CN(CC2)C2=CC=C(OC1=C(C=C3C=NN(C3=C1)C)C(=O)N)C=C2